distearyl-2,2'-methylenebis(4-methyl-6-tert-butylphenol) C(CCCCCCCCCCCCCCCCC)C(C1=C(C(=CC(=C1)C)C(C)(C)C)O)(C1=C(C(=CC(=C1)C)C(C)(C)C)O)CCCCCCCCCCCCCCCCCC